C(C)(C)(C)OOC(C)(C)C di-tertiary-butyl peroxide